C1(CC1)C1=CC=C(C(=N1)N1CCNCC1)C#N 6-Cyclopropyl-2-piperazin-1-yl-pyridine-3-carbonitrile